(S)-N-(benzo[d]thiazol-5-ylmethyl)-1-(6-(4-(trifluoromethyl)phenyl)-7H-pyrrolo[2,3-d]pyrimidin-4-yl)piperidine-3-carboxamide S1C=NC2=C1C=CC(=C2)CNC(=O)[C@@H]2CN(CCC2)C=2C1=C(N=CN2)NC(=C1)C1=CC=C(C=C1)C(F)(F)F